4-amino-2,5-dimethoxyphenyl-diazenyl-benzenesulfonic acid NC1=CC(=C(C=C1OC)C=1C(=C(C=CC1)S(=O)(=O)O)N=N)OC